C1(=CC=CS1)C(=O)NC=1C=CC=C2C=CC=NC12 8-(2-thenoyl)aminoquinoline